CC1=NN2C(N=C(C=C2)C2=NC(=NC=C2)SC)=C1 2-methyl-5-(2-methylsulfanylpyrimidin-4-yl)pyrazolo[1,5-a]pyrimidine